C(C)(C)(C)OC(=O)N[C@H](C(=O)NC1=C(C=C(C=C1)[C@@H]([C@H](C(=O)OC)NC(CC)=O)C)F)C1CCC(CC1)C methyl (2R,3S)-3-(4-((S)-2-((tert-butoxycarbonyl) amino)-2-((1r,4S)-4-methylcyclohexyl) acetamido)-3-fluorophenyl)-2-propionamidobutanoate